4-cyclohexyl-resorcinol ((1r,4r)-4-((2-(5-(2-(diisopropylcarbamoyl)-4-fluorophenoxy)pyrimidine-4-yl)-2,7-diazaspiro[3.5]nonan-7-yl)methyl)cyclohexyl)carbamate C(C)(C)N(C(=O)C1=C(OC=2C(=NC=NC2)N2CC3(C2)CCN(CC3)CC3CCC(CC3)NC(O)=O)C=CC(=C1)F)C(C)C.C1(CCCCC1)C1=C(C=C(O)C=C1)O